C(C)OC(CC(=O)C=1NN=C2C1CN(CC2)C(=O)OC(C)(C)C)=O Tert-Butyl 3-(3-ethoxy-3-oxopropanoyl)-6,7-dihydro-2H-pyrazolo[4,3-c]pyridine-5(4H)-carboxylate